C(CCC\C=C/CC)OC(CCCC(=O)OCCCCCCN(CCCCCCOC(CCCC(OCCCC\C=C/CC)OCCCC\C=C/CC)=O)CCO)OCCCC\C=C/CC ((2-hydroxyethyl)azanediyl)bis(hexane-6,1-diyl) bis(5,5-bis(((Z)-oct-5-en-1-yl)oxy)pentanoate)